N-(2-(cyclohexylamino)-2-oxo-1-phenylethyl)-4-isocyano-N-phenylbenzamide C1(CCCCC1)NC(C(C1=CC=CC=C1)N(C(C1=CC=C(C=C1)[N+]#[C-])=O)C1=CC=CC=C1)=O